(R)-1-(2,2-difluorobenzo[d][1,3]dioxol-5-yl)ethan-1-amine FC1(OC2=C(O1)C=CC(=C2)[C@@H](C)N)F